n-octyltrisilane C(CCCCCCC)[SiH2][SiH2][SiH3]